α-Chloroethylchloroformate ClC(C)OC(=O)Cl